7'-((1R,3R)-3-hydroxycyclohexyl)spiro[cyclopropane-1,5'-pyrrolo[2,3-d]pyrimidin]-6'(7'H)-one O[C@H]1C[C@@H](CCC1)N1C(C2(C3=C1N=CN=C3)CC2)=O